oxo-4-(2-pyrrolidin-1-ylethylamino)butanoic acid O=C(C(=O)O)CCNCCN1CCCC1